Cl.C(C1=CC=CC=C1)OC1=C(C=CC=C1)S(=O)(=O)C/C(=C/CN)/F (Z)-4-((2-(benzyloxy)phenyl)sulfonyl)-3-fluorobut-2-en-1-amine hydrochloride